1-(tert-butyl) 2,3-dimethyl (1S,2S)-1-((diphenylmethylene)amino)-propane-1,2,3-tricarboxylate C1(=CC=CC=C1)C(C1=CC=CC=C1)=N[C@@H]([C@H](CC(=O)OC)C(=O)OC)C(=O)OC(C)(C)C